ClC1=CC=CC=2N(C(NC21)=O)C2CCN(CC2)C 4-chloro-1-(1-methylpiperidin-4-yl)-1H-benzo[d]imidazol-2(3H)-one